5-(2-methyl-vinyl)uridine CC=CC=1C(NC(N([C@H]2[C@H](O)[C@H](O)[C@@H](CO)O2)C1)=O)=O